6-chloro-1-cyclobutyl-3-methylpyrazolo[3,4-d]pyrimidine ClC1=NC=C2C(=N1)N(N=C2C)C2CCC2